diazophenylhydrazine hydrochloride Cl.[N+](=[N-])=NNC1=CC=CC=C1